C1(CC1)C1=CC(=C(C(=C1)C)N1N=C2N=C(NC(C2=C1)=O)[C@H]1OCCC1)C 2-(4-cyclopropyl-2,6-dimethylphenyl)-6-[(2S)-oxolan-2-yl]-2,5-dihydro-4H-pyrazolo[3,4-d]pyrimidin-4-one